CN(C1=CC=C(C=C1)N1C(=NN(C1C1=C(C(=CC=C1)OC)OCC1=C(C=C(C=C1C)C)C)C1=CC=CC=C1)C(C)=O)C (4-(4-(dimethylamino)phenyl)-5-(3-methoxy-2-((2,4,6-trimethylbenzyl)oxy)phenyl)-1-phenyl-4,5-dihydro-1H-1,2,4-triazol-3-yl)ethan-1-one